3-amino-N-[(6S)-2-[(3R,4S)-3-amino-4-methoxypyrrolidin-1-yl]-5,6,7,8-tetrahydroquinolin-6-yl]-6-methylthieno[2,3-b]pyridine-2-carboxamide NC1=C(SC2=NC(=CC=C21)C)C(=O)N[C@@H]2CC=1C=CC(=NC1CC2)N2C[C@H]([C@H](C2)OC)N